CC1OC2(C(C1=O)C(=O)OCC)CCN(CC2)C(=O)OC(C)(C)C racemic-8-(tert-butyl) 4-ethyl 2-methyl-3-oxo-1-oxa-8-azaspiro[4.5]decane-4,8-dicarboxylate